ClC1=C(C(=CC=C1)C1=CC=CC=C1)C#N chloro-[1,1'-biphenyl]-2-carbonitrile